tert-butyl (2,5-difluoropyridin-3-yl)carbamate FC1=NC=C(C=C1NC(OC(C)(C)C)=O)F